C(C(=C)C)(=O)OCC1CCC(CC1)CO 4-cyclohexanedimethanol monomethacrylate